O=C1C=CC(=NN1)C1=C(C#N)C=CC=C1 (6-oxo-1,6-dihydropyridazin-3-yl)benzonitrile